The molecule is a glycosylgalactose that is beta-D-galactopyranose in which the hydroxy group at position 3 has been converted into the corresponding alpha-L-arabinopyranosyl derivative. It derives from a beta-D-galactose and an alpha-L-arabinopyranose. C1[C@@H]([C@@H]([C@H]([C@@H](O1)O[C@H]2[C@H]([C@H](O[C@H]([C@@H]2O)O)CO)O)O)O)O